8-fluoro-2-(1H-imidazol-1-yl)indolo[2,1-b]quinazoline-6,12-dione FC=1C=C2C(C3=NC4=CC=C(C=C4C(N3C2=CC1)=O)N1C=NC=C1)=O